C1(CCCCCC1)C1=C(C=C(C=C1O)C(C)(CCCCCC)C)[O-] 2-cycloheptyl-3-hydroxy-5-(2-methyloct-2-yl)phenolate